N-[(S,S)-1,2-diphenyl-2-(2-(4-methylbenzyloxy)ethylamino)ethyl]-4-methylbenzenesulfonamide C1(=CC=CC=C1)[C@@H]([C@@H](NCCOCC1=CC=C(C=C1)C)C1=CC=CC=C1)NS(=O)(=O)C1=CC=C(C=C1)C